C1(=CC=CC2=CC=CC=C12)C=1SC=CN1 α-naphthylthiazole